ClC=1C=C(C=CC1N1C(N(C=C1)C)=O)C1=C(C(=CC(=C1)F)C=1C=NC(=C(C1)N1CC2CCC(C1)N2C(C)C)C)O 1-(3-chloro-5'-fluoro-2'-hydroxy-3'-(5-(8-isopropyl-3,8-diazabicyclo[3.2.1]octan-3-yl)-6-methylpyridin-3-yl)-[1,1'-biphenyl]-4-yl)-3-methyl-1H-imidazol-2(3H)-one